4,5-dimethyl-6-(8-methyl-3-(trifluoromethyl)-7,8-dihydro-1,6-naphthyridin-6(5H)-yl)pyridazine-3-carbonitrile CC1=C(N=NC(=C1C)N1CC=2C=C(C=NC2C(C1)C)C(F)(F)F)C#N